(3R/S)-3-[4-(2,2-dimethylpropoxy)phenyl]hex-4-ynoic acid CC(COC1=CC=C(C=C1)[C@@H](CC(=O)O)C#CC)(C)C |r|